3-N-tert-butoxycarbonyl-thymine C(C)(C)(C)OC(=O)N1C(NC=C(C1=O)C)=O